oleic chloride C(CCCCCCC\C=C/CCCCCCCC)(=O)Cl